CN(C1=CC=C(CNCC(C)NCC2=CC=C(C=C2)N(C)C)C=C1)C N1,N2-di(4-(dimethylamino)benzyl)propane-1,2-diamine